ClC=1C(=NC(=NC1)NC1=C(C=C(C=C1)N1CCC(CC1)N1CCN(CC1)CC=CCNC1=C2CNC(C2=CC=C1)=C=O)OC)NC1=C(C=CC=C1)P(=O)(C)C 4-((4-(4-(1-(4-((5-chloro-4-((2-(dimethylphosphoryl)phenyl)amino)Pyrimidin-2-yl)amino)-3-methoxyphenyl)piperidin-4-yl)piperazin-1-yl)but-2-en-1-yl)amino)-1-carbonylisoindoline